BrC1=CC=C(C=C1)C(=O)C1CN(CC1)CCCF (4-bromophenyl)-[1-(3-fluoropropyl)pyrrolidin-3-yl]methanone